2-[4-[2-(dimethylamino)ethoxy]anilino]-8-(3-hydroxycyclobutyl)-6-(5-methyl-3,4-dihydro-2H-quinoxalin-1-yl)pyrido[2,3-d]pyrimidin-7-one CN(CCOC1=CC=C(NC=2N=CC3=C(N2)N(C(C(=C3)N3CCNC2=C(C=CC=C32)C)=O)C3CC(C3)O)C=C1)C